ClC=1C=CC(=NC1)O[C@@H]1C[C@@H]2CN([C@H]1C2)C(=O)C2=C(C(=CC=C2)F)C2=NC=C(C=N2)F ((1S,4R,6R)-6-((5-chloropyridin-2-yl)oxy)-2-azabicyclo[2.2.1]heptan-2-yl)(3-fluoro-2-(5-fluoropyrimidin-2-yl)phenyl)methanone